9-(4-methacryloxyphenyl)dibenzothiophenium methylsulfate COS(=O)(=O)[O-].C(C(=C)C)(=O)OC1=CC=C(C=C1)C1=CC=CC2=C1C1=C([SH+]2)C=CC=C1